3-(4-oxo-3H-quinazolin-2-yl)propionic acid O=C1NC(=NC2=CC=CC=C12)CCC(=O)O